3-[5-bromo-2-(8-chloro-4-oxo-chromen-2-yl)-3-fluoro-phenoxy]propanoic acid BrC=1C=C(C(=C(OCCC(=O)O)C1)C=1OC2=C(C=CC=C2C(C1)=O)Cl)F